N,N-bis(2-ethylhexyl)-[(1,2,4-triazol-1-yl)methyl]amine C(C)C(CN(CC(CCCC)CC)CN1N=CN=C1)CCCC